NC1=CC2=C(C3CN(CC2C3)C(C(F)(F)F)=O)C=C1N 2,3,4,5-tetrahydro-7,8-diamino-3-(trifluoroacetyl)-1,5-methylene-1H-3-benzazepine